COC([C@H]1N(CCC1)CC=1C(=CC2=C(N=C(O2)C=2C(=C(C=CC2)C2=C(C(=CC=C2)C2=NC(=C(C=C2)C=O)OC)C)C)C1)OC(F)F)=O ((6-(difluoromethoxy)-2-(3'-(5-formyl-6-methoxypyridin-2-yl)-2,2'-dimethyl-[1,1'-biphenyl]-3-yl)benzo[d]oxazol-5-yl)methyl)-L-prolin-methyl ester